C(C)(C)(C)OC(CCC[C@@H](C(=O)O)NC(=O)OCC1=CC=CC=2C3=CC=CC=C3CC12)=O (S)-2-fluorenylmethoxycarbonylaminohexanedioic acid-6-tert-butyl ester